(R)-ethyl 4-(2-bromo-4-fluorophenyl)-6-(bromomethyl)-2-(thiazol-2-yl)-1,4-dihydropyrimidine-5-carboxylate BrC1=C(C=CC(=C1)F)[C@@H]1N=C(NC(=C1C(=O)OCC)CBr)C=1SC=CN1